ClC=1C(=NC(=NC1)NC1=CC(=C(C=C1)OC)CCN(C)C)NNC1=C(C=CC=C1)P(=O)(OC)OC 5-chloro-N2-[3-[2-(Dimethylamino)ethyl]-4-methoxy-phenyl]-N4-(2-dimethylphosphonoanilino)pyrimidine-2,4-diamine